NC1=NC=CC(=N1)C=1C=C(C=C(C1)Cl)[C@@H]1COC[C@H](N1C(C=C)=O)C 1-((3R,5R)-3-(3-(2-aminopyrimidin-4-yl)-5-chlorophenyl)-5-methylmorpholino)prop-2-en-1-one